C(C)(C)(C)NC(C=C)=O N-tertbutyl-acrylamide